N-(6-acetyl-benzo[1,3]dioxol-5-yl)-2-[3-(1H-benzimidazol-2-yl)-piperidin-1-yl]-acetamide C(C)(=O)C=1C(=CC2=C(OCO2)C1)NC(CN1CC(CCC1)C1=NC2=C(N1)C=CC=C2)=O